2-((3-cyano-6-methyl-4-(thiophen-2-yl)pyridin-2-yl)sulfanyl)-N-(4-fluorophenyl)acetamide C(#N)C=1C(=NC(=CC1C=1SC=CC1)C)SCC(=O)NC1=CC=C(C=C1)F